(S)-2-acetyl-5-(1-(4-(trifluoromethyl)phenyl)ethyl)-2,5,8-triazaspiro[3.5]nonane-6,9-dione C(C)(=O)N1CC2(C1)N(C(CNC2=O)=O)[C@@H](C)C2=CC=C(C=C2)C(F)(F)F